maleic acid aluminum trichloride [Al](Cl)(Cl)Cl.C(\C=C/C(=O)O)(=O)O